C(C)OC(CCC1=C2CCN(CC2=CC=C1)C(=O)OC(C)(C)C)=O 3-(N-Boc-1,2,3,4-tetrahydroisoquinolin-5-yl)propionic acid ethyl ester